2-heptylnonyl (tert-butoxycarbonyl)-L-phenylalaninate C(C)(C)(C)OC(=O)N[C@@H](CC1=CC=CC=C1)C(=O)OCC(CCCCCCC)CCCCCCC